methyl 3-cyano-4-(4,4,5,5-tetramethyl-1,3,2-dioxaborolan-2-yl)benzoate C(#N)C=1C=C(C(=O)OC)C=CC1B1OC(C(O1)(C)C)(C)C